chromium(II) iodide [I-].[Cr+2].[I-]